6-(4-(difluoromethyl)-1-methyl-1H-1,2,3-triazol-5-yl)-2-(2,5-dimethyl-1H-pyrrol-1-yl)thiazolo[4,5-c]pyridine FC(C=1N=NN(C1C1=CC2=C(C=N1)N=C(S2)N2C(=CC=C2C)C)C)F